(S)-bis(diphenylphosphino)-4,4',6,6'-tetramethoxy-1,1'-biphenyl C1(=CC=CC=C1)P(C1=CC=CC=C1)C=1C(=C(C(=CC1OC)OC)C1=CC=C(C=C1OC)OC)P(C1=CC=CC=C1)C1=CC=CC=C1